ClC1=C(C=CC=C1)[C@@H](CC)C=1C=NN(C1)CC1COC1 (1S,2R)-1-(2-chlorophenyl)-1-(1-(oxetan-3-ylmethyl)-1H-pyrazol-4-yl)propan